2-[2-[2-[[(E)-3-[4-(trifluoromethyl)phenyl]prop-2-enoyl]amino]acetyl]-3,4-dihydro-1H-isoquinolin-6-yl]cyclopropane-1-carboxylic acid FC(C1=CC=C(C=C1)/C=C/C(=O)NCC(=O)N1CC2=CC=C(C=C2CC1)C1C(C1)C(=O)O)(F)F